C(C=C)(=O)N1C[C@@H](CCC1)N1C(N(C=2C=NC=CC21)C2=CC=C(C=C2)OC2=C(C(=CC=C2)OC)C)=O (R)-1-(1-acryloylpiperidin-3-yl)-3-(4-(3-methoxy-2-methylphenoxy)phenyl)-1H-imidazo[4,5-c]pyridin-2(3H)-one